3-amino-4-hydroxy-N-[7-methoxy-4-(morpholin-4-yl)-1H-1,3-benzodiazol-2-yl]benzamide NC=1C=C(C(=O)NC2=NC3=C(N2)C(=CC=C3N3CCOCC3)OC)C=CC1O